8-ethoxy-2-methyl-[1,2,4]triazolo[1,5-a]pyrazin-6-amine hydrochloride Cl.C(C)OC=1C=2N(C=C(N1)N)N=C(N2)C